4-(benzyloxy)-1-tosyl-1H-pyrrolo[2,3-b]pyridine C(C1=CC=CC=C1)OC1=C2C(=NC=C1)N(C=C2)S(=O)(=O)C2=CC=C(C)C=C2